pentaerythritol tetrakis(di-tert-butyl hydroxy hydrocinnamate) C(C)(C)(C)C(C(C(=O)OCC(COC(C(C(C1=CC=CC=C1)C(C)(C)C)(O)C(C)(C)C)=O)(COC(C(C(C1=CC=CC=C1)C(C)(C)C)(O)C(C)(C)C)=O)COC(C(C(C1=CC=CC=C1)C(C)(C)C)(O)C(C)(C)C)=O)(O)C(C)(C)C)C1=CC=CC=C1